C(C1=CC=CC=C1)C1C(OC2=NC(=C(C=C21)C(=O)NC2=NC(=CC=C2)C=2C=NN(C2)C)OCCN(C)C)(C)C Benzyl-6-(2-(dimethylamino)ethoxy)-2,2-dimethyl-N-(6-(1-methyl-1H-pyrazol-4-yl)pyridin-2-yl)-2,3-dihydrofuro[2,3-b]pyridine-5-carboxamide